[Cr].[In].[Fe] iron-indium-chromium